FC1(CCC(CC1)N[C@H]1[C@H](CCCC1)N(C=1C=C2CN(C(C2=CC1)=O)C1C(NC(CC1)=O)=O)C)F 3-(5-(((1S,2R)-2-((4,4-difluorocyclohexyl)amino)cyclohexyl)(methyl)amino)-1-oxoisoindolin-2-yl)piperidine-2,6-dione